(S)-(3-((4-(2-Azido-1-methoxypropan-2-yl)-6-chloro-2,7-naphthyridin-1-yl)oxy)azetidin-1-yl)(cyclopropyl)methanone N(=[N+]=[N-])[C@@](COC)(C)C1=CN=C(C2=CN=C(C=C12)Cl)OC1CN(C1)C(=O)C1CC1